(3-((Dimethylamino)methyl)-4-hydroxy-4-(3-methoxyphenyl)piperidin-1-yl)(1-phenylcyclobutyl)methanone hydrochloride Cl.CN(C)CC1CN(CCC1(C1=CC(=CC=C1)OC)O)C(=O)C1(CCC1)C1=CC=CC=C1